(5-(4-Fluorophenyl)-1-propionyl-4,5-dihydro-1H-pyrazol-3-yl)-4-methylthiophene FC1=CC=C(C=C1)C1CC(=NN1C(CC)=O)C=1SC=C(C1)C